6-(3-methoxyphenyl)pyrazolo[1,5-a]pyridine COC=1C=C(C=CC1)C=1C=CC=2N(C1)N=CC2